CNC(OCCOC=1C(=NC(=C2C=CC(N(C12)C)=O)Cl)C)=O 2-((5-chloro-1,7-dimethyl-2-oxo-1,2-dihydro-1,6-naphthyridin-8-yl)oxy)ethyl (Methyl)carbamate